5-amino-N-(2-{9-amino-2-oxa-7-azaspiro[4.4]nonan-7-yl}-5,6,7,8-tetrahydroquinolin-6-yl)-2,4-dimethylthieno[2,3-d]pyrimidine-6-carboxamide NC1=C(SC=2N=C(N=C(C21)C)C)C(=O)NC2CC=1C=CC(=NC1CC2)N2CC1(CCOC1)C(C2)N